ammonium behenyl-sulfonate C(CCCCCCCCCCCCCCCCCCCCC)S(=O)(=O)[O-].[NH4+]